dodecyl-bis(aminoethyl)-glycine hydrochloride Cl.C(CCCCCCCCCCC)C(N(CCN)CCN)C(=O)O